C[C@H]([C@H](CC)O)O |r| (2R,3S)- and (2S,3R)-2,3-pentanediol